COC(=O)C1=NC=C(C=C1Cl)C(Cl)(Cl)Cl 3-chloro-5-trichloromethyl-2-pyridinecarboxylic acid methyl ester